[Rh](Cl)(Cl)Cl Rhodium(III) chloride